CC1=C(C(=CC2=CC=CC=C12)C(F)(F)F)C1=CC=CC=C1 1-methyl-2-phenyl-3-(trifluoromethyl)naphthalene